NC=1SC=CC1C(=O)NCC=1SC2=C(N1)CCCC2 2-amino-N-((4,5,6,7-tetrahydrobenzo[d]thiazol-2-yl)methyl)thiophene-3-carboxamide